C[Si](CCON1C=CC2=CC=CC=C12)(C)C 1-[2-(trimethylsilyl)ethoxy]indole